[Si](C)(C)(C(C)(C)C)OC=1C=C2C(=NN(C2=CC1)C1OCCCC1)C=1C=NN(C1)CC(COCCCCS(=O)(=O)[O-])(C)C 3-[3-[4-[5-[tert-butyl(dimethyl)silyl]oxy-1-tetrahydropyran-2-yl-indazol-3-yl]pyrazol-1-yl]-2,2-dimethyl-propoxy]propylmethanesulfonate